ClC=1C=CC=2N(C1C1(C[C@@H]3[C@@H](CN(C3)S(=O)(=O)C)C1)O)C=NC2 (3ar,5r,6as)-5-(6-chloroimidazo[1,5-a]pyridin-5-yl)-2-(methylsulfonyl)octahydrocyclopenta[c]pyrrol-5-ol